9,9'-(3,6-di(pyridin-4-yl)-1,2-phenylene)bis(3,6-diphenyl-9H-carbazole) N1=CC=C(C=C1)C=1C(=C(C(=CC1)C1=CC=NC=C1)N1C2=CC=C(C=C2C=2C=C(C=CC12)C1=CC=CC=C1)C1=CC=CC=C1)N1C2=CC=C(C=C2C=2C=C(C=CC12)C1=CC=CC=C1)C1=CC=CC=C1